5-[5-chloro-4-cyano-2-[(3S)-3-(morpholinomethyl)-3,4-dihydro-1H-isoquinoline-2-carbonyl]phenyl]-N-(4-hydroxyphenyl)-N-[(2-methoxyphenyl)methyl]-1,2-dimethyl-pyrrole-3-carboxamide ClC=1C(=CC(=C(C1)C1=CC(=C(N1C)C)C(=O)N(CC1=C(C=CC=C1)OC)C1=CC=C(C=C1)O)C(=O)N1CC2=CC=CC=C2C[C@H]1CN1CCOCC1)C#N